ClC=1C=CC(=C(C1)C1=CC(N(N=C1OC)CC1=CC=C(C=C1)OC)=O)C(CO)=O 5-(5-chloro-2-(2-hydroxyacetyl)phenyl)-6-methoxy-2-(4-methoxybenzyl)pyridazin-3(2H)-one